CP(=O)(C)C=1C=CC(=C(C(=O)N)C1)NCC#CC1=C(C2=C(S1)C(=CC=C2)N[C@H]2[C@H](CN(CC2)C)F)CC(F)(F)F 5-(dimethylphosphoryl)-2-((3-(7-(((3S,4R)-3-fluoro-1-methyl-piperidin-4-yl)amino)-3-(2,2,2-trifluoroethyl)benzo[b]thiophen-2-yl)prop-2-yn-1-yl)amino)benzamide